O=C1N(CC2=CC=CC=C12)CC(=O)O 2-(1-oxo-isoindolin-2-yl)acetic acid